FC1=CC=C(C=N1)C=1C=2N(C=C(C1)OCC#CC(C)(C)O)N=CC2C#N 4-(6-fluoropyridin-3-yl)-6-((4-hydroxy-4-methylpent-2-yn-1-yl)oxy)pyrazolo[1,5-a]pyridine-3-carbonitrile